C(C)(C)(C)OC(=O)N1C[C@@H]2COC3=C(C(N2CC1)=O)C(=CC(=C3F)Br)F (12AR)-9-bromo-7,10-difluoro-6-oxo-3,4,12,12a-tetrahydro-6H-pyrazino[2,1-c][1,4]benzoxazepine-2(1H)-carboxylic acid tert-butyl ester